(R)-1-(5-(5-(1-(3,5-dichloropyridin-4-yl)ethoxy)-1H-indazol-3-yl)-3-fluoropyridin-2-yl)-3-methylazetidin-3-amine ClC=1C=NC=C(C1[C@@H](C)OC=1C=C2C(=NNC2=CC1)C=1C=C(C(=NC1)N1CC(C1)(N)C)F)Cl